N-[(4-Chlorophenyl)-methyl]-4-isopropyl-2-methyl-6-morpholin-4-yl-pyridine-3-carboxylic acid amide ClC1=CC=C(C=C1)CNC(=O)C=1C(=NC(=CC1C(C)C)N1CCOCC1)C